SODIUM LAURYL SULFOACETATE S(=O)(=O)(O)CC(=O)OCCCCCCCCCCCC.[Na]